2-hexyl-2-methylpropane-1,3-diol C(CCCCC)C(CO)(CO)C